(S)-N-(4-carbamoylbenzyl)-N-(4-hydroxyphenyl)-3-(6-(3-(morpholinomethyl)-1,2,3,4-tetrahydroisoquinoline-2-carbonyl)benzo[d][1,3]dioxol-5-yl)-5,6,7,8-tetrahydroindolizine-1-carboxamide C(N)(=O)C1=CC=C(CN(C(=O)C=2C=C(N3CCCCC23)C2=CC3=C(OCO3)C=C2C(=O)N2CC3=CC=CC=C3C[C@H]2CN2CCOCC2)C2=CC=C(C=C2)O)C=C1